C(#N)C(CC=1NC2=CC=C(C=C2C1)C=1C=CC2=C(N(C(O2)=O)C)C1)NC(=O)[C@H]1OCCCN(C1)C(=O)OC(C)(C)C tert-butyl (2S)-2-((1-cyano-2-(5-(3-methyl-2-oxo-2,3-dihydrobenzo[d]oxazol-5-yl)-1H-indol-2-yl)ethyl)carbamoyl)-1,4-oxazepane-4-carboxylate